ClC=1C=C2C=NC(=NC2=CC1C1CCN(CC1)C[C@H](O)C1=CC(=CC(=C1)F)F)NC=1C=NN(C1C)C1CC1 (1R)-2-(4-{6-chloro-2-[(1-cyclopropyl-5-methyl-1H-pyrazol-4-yl)amino]quinazolin-7-yl}piperidin-1-yl)-1-(3,5-difluorophenyl)ethan-1-ol